5-Cyclopropyl-N-(2-fluoro-4-(2-(1-methyl-1H-pyrazol-4-yl)-3H-imidazo[4,5-b]pyridin-7-yl)benzyl)-1,2,4-oxadiazol-3-amine C1(CC1)C1=NC(=NO1)NCC1=C(C=C(C=C1)C1=C2C(=NC=C1)NC(=N2)C=2C=NN(C2)C)F